Cl.O1N=C[C@@H](C1)O (S)-isoxazoline-4-ol hydrochloride